C(C(C)(C)C)(=O)SC(NC1=C(C=C(C=C1C)N1C(C=CC1=O)=O)C)=S (4-(2,5-dioxo-2,5-dihydro-1H-pyrrol-1-yl)-2,6-dimethylphenyl)carbamothioic pivalic thioanhydride